CN([C@@H]1CN(CC1)C1=CC=C(C=C1)[C@H](C)NC(CCC1=NC=2C(=NC=CC2)N1CC1=CC=C(C=C1)OC(F)(F)F)=O)C N-{(S)-1-[4-((S)-3-Dimethylamino-pyrrolidin-1-yl)-phenyl]-ethyl}-3-[3-(4-trifluoromethoxy-benzyl)-3H-imidazo[4,5-b]pyridin-2-yl]-propionamide